5-(2-{[(4,4-difluorobutyl)amino]methyl}-4-fluoro-6-hydroxy-2,3-dihydro-1H-indol-5-yl)-1λ6,2,5-thiadiazolidine-1,1,3-trione FC(CCCNCC1NC2=CC(=C(C(=C2C1)F)N1CC(NS1(=O)=O)=O)O)F